N-tert-Butyl-3-[3-fluoro-4-[(2-methylimidazol-1-yl)methyl]phenyl]-5-isobutyl-thiophene-2-sulfonamide C(C)(C)(C)NS(=O)(=O)C=1SC(=CC1C1=CC(=C(C=C1)CN1C(=NC=C1)C)F)CC(C)C